C(N1C(C2(C=3C1=CN=C(C3)NC3=NC1=C(C=CC=C1C=C3)C(F)(F)F)CCC(CC2)NC(OC(C)(C)C)=O)=O)([2H])([2H])[2H] tert-butyl ((1r,4r)-1'-(methyl-d3)-2'-oxo-5'-((8-(trifluoromethyl)quinolin-2-yl)amino)-1',2'-dihydrospiro[cyclohexane-1,3'-pyrrolo[2,3-c]pyridin]-4-yl)carbamate